C1CCC(=NO)C(=NO)C1 cyclohexanedione dioxime